FC(C(C(C(C(C(C(C(C(C(C(F)(F)F)(F)F)(F)F)(F)F)(F)F)(F)F)(F)F)(F)F)(F)F)(F)F)(F)F Perfluoroundecan